indole-acetaldehyde N1C(=CC2=CC=CC=C12)CC=O